2-fluoro-4-[5-(methoxymethyl)-1-methyl-triazol-4-yl]-N-(3-methylthieno[3,2-c]pyridin-4-yl)-N-[(3R)-3-piperidyl]benzamide FC1=C(C(=O)N([C@H]2CNCCC2)C2=NC=CC3=C2C(=CS3)C)C=CC(=C1)C=1N=NN(C1COC)C